4-({6-[2-(2,4-difluorophenyl)-1,1-difluoro-2-hydroxy-3-(1H-1,2,4-triazol-1-yl)propyl]Pyridin-3-yl}oxy)benzonitrile FC1=C(C=CC(=C1)F)C(C(F)(F)C1=CC=C(C=N1)OC1=CC=C(C#N)C=C1)(CN1N=CN=C1)O